Cl.C(C)N(C(C)=O)C1CCNCC1 N-ethyl-N-(piperidin-4-yl)acetamide hydrochloride salt